C[C@@]12CC[C@@H]([C@@]([C@H]1[C@@H]([C@]34[C@H]2CC[C@H](C3)C(=C)C4)C(=O)O)(C)C(=O)O)O The molecule is a C20-gibberellin, initially identified in Gibberella fujikuroi. It differs from gibberellin A12 in the presence of a beta-OH at C-2 (gibbane numbering). It is a dicarboxylic acid, a C20-gibberellin and a gibberellin monocarboxylic acid. It is a conjugate acid of a gibberellin A14(2-).